C(C)(C)(C)C=1C=C(C=C(C1O)C(C)(C)C)CCC(=O)O 3,5-di-tert-butyl-4-hydroxy-benzenepropanoic acid